t-pentyl-tris(t-butoxy)tin C(C)(C)(CC)[Sn](OC(C)(C)C)(OC(C)(C)C)OC(C)(C)C